C(C1=CC=CC=C1)O[C@@H]1CN(CCC1)C1=C(C=CC=C1)NS(=O)(=O)C1=CC=C(C=C1)S(=O)(=O)N(C)C (S)-N1-(2-(3-(benzyloxy)piperidin-1-yl)phenyl)-N4,N4-dimethylbenzene-1,4-disulfonamide